C(C)C1=CC=C(C=C1)C(=C(CCC1=CC=C(C=C1)CC)CC=C)CC=C 1,4-bis(p-ethylphenyl)-1,2-diallyl-butene